2-chloroacrylic acid (3,3,4,4,5,5,6,6,6-nonafluorohexyl)acrylate FC(CCOC(C=C)=O)(C(C(C(F)(F)F)(F)F)(F)F)F.ClC(C(=O)O)=C